3-cyclopropyl-N-methyl-2-(2,2,2-trifluoroacetamido)propanamide C1(CC1)CC(C(=O)NC)NC(C(F)(F)F)=O